3,8-bis[4-(o-propenylphenoxy)phenyl]-tricyclo-[5.2.1.02,6]Decane C(=CC)C1=C(OC2=CC=C(C=C2)C2C3C4CC(C(C3CC2)C4)C4=CC=C(C=C4)OC4=C(C=CC=C4)C=CC)C=CC=C1